ClC1=C2C=NN(C2=C(C=C1)C(=O)OC)CC=1C=C2C=CC(=NC2=CC1)OC methyl 4-chloro-1-((2-methoxyquinolin-6-yl) methyl)-1H-indazole-7-carboxylate